N[C@H](C1CCN(CC1)C(=O)C1CC(CC1)O)C1=C(C=C(C(=C1)Cl)Cl)O (4-((R)-amino(4,5-dichloro-2-hydroxyphenyl)methyl)piperidin-1-yl)(3-hydroxycyclopentyl)methanone